NC1=C(C(=NC(=C1Cl)N1C=C(C2=CC=CC=C12)C1=CC=C(C=C1)F)C(=O)O)Cl 4-amino-3,5-dichloro-6-(3-(4-fluorophenyl)-1H-indol-1-yl)-pyridine-2-carboxylic acid